FC=1C(=C2C=CN=C(C2=CC1)\C=N/NC(N(C)C)=S)NC (Z)-2-((6-Fluoro-5-(methylamino)isoquinolin-1-yl)methylene)-N,N-dimethylhydrazine-1-carbothioamide